Cl.C(C=C)OC([C@@H](NC(=O)OCC1=CC=CC=2C3=CC=CC=C3CC12)CCCCN)=O N-fluorenylmethoxycarbonyl-L-lysine 1-allyl ester hydrochloride